NC1CCN(CC1)C1=NC(=C2N=CN(C2=N1)C(C)C)NCC1=C(C=CC=C1)N1N=C(C=C1)NC 2-(4-aminopiperidin-1-yl)-9-isopropyl-N-(2-(3-(methylamino)-1H-pyrazol-1-yl)benzyl)-9H-purin-6-amine